4-(4-amino-6-(2-fluoro-4-(2-fluoroacrylamido)phenyl)pyrazolo[5,1-f][1,2,4]triazin-5-yl)-2-methoxy-N-(1-methylcyclopropyl)benzamide NC1=NC=NN2C1=C(C(=N2)C2=C(C=C(C=C2)NC(C(=C)F)=O)F)C2=CC(=C(C(=O)NC1(CC1)C)C=C2)OC